6-bromo-2-[2-(2-methoxyethoxy)phenyl]-2H-indazole BrC=1C=CC2=CN(N=C2C1)C1=C(C=CC=C1)OCCOC